BrC(C)C1C=NSC1 4-(1-bromoethyl)thiazoleN